C(C)(C)(C)OC(=O)N1CC2=C(CC1)N(N=C2)C2=C(C=CC(=C2)N)OC 1-(5-amino-2-methoxyphenyl)-1H,4H,5H,6H,7H-pyrazolo[4,3-c]pyridine-5-carboxylic acid tert-butyl ester